CN1C(CCC1=O)C(=O)NC=1C=C(C=C2C=NNC12)OC1=CC=C(C=C1)C(F)(F)F 1-methyl-5-oxo-N-(5-(4-(trifluoromethyl)phenoxy)-1H-indazol-7-yl)pyrrolidine-2-carboxamide